BrC=1C=C2C=CC(=NC2=C(C1)F)C1CCC(CC1)C(C)=O 1-(4-(6-bromo-8-fluoroquinolin-2-yl)cyclohexyl)ethan-1-one